C(C)(C)(C)N1CCN(CC1)C(COC1=NC=C(C=C1)C1=NC(=NC(=C1)C(F)(F)F)Cl)=O tert-Butyl-4-(2-((5-(2-chloro-6-(trifluoromethyl)pyrimidin-4-yl)pyridin-2-yl)oxy)acetyl)piperazine